CC1=C(N(C=N1)C1CSC1)CSC=1NC(C2=C(N1)CCC2)=O 2-({[5-Methyl-3-(thietan-3-yl)imidazole-4-yl]methyl}sulfanyl)-3H,5H,6H,7H-cyclopenta[d]pyrimidin-4-one